tert-butyl N-(4-bromobutyl)carbamate BrCCCCNC(OC(C)(C)C)=O